N-[5-[2-(2,2-dimethylmorpholin-4-yl)pyrimidin-5-yl]-4-fluoro-2-[rac-(3R)-3,4-dimethylpiperazin-1-yl]phenyl]-4-fluoro-2-(trifluoromethyl)benzamide CC1(CN(CCO1)C1=NC=C(C=N1)C=1C(=CC(=C(C1)NC(C1=C(C=C(C=C1)F)C(F)(F)F)=O)N1C[C@H](N(CC1)C)C)F)C |r|